(tert-butyl)-N-(3-methylbut-2-en-1-yl)-3-oxobutanamide C(C)(C)(C)C(C(=O)NCC=C(C)C)C(C)=O